ClC1=C(NC2=C(NC3=C2C(NCC3)=O)C3=C(C=NC=C3)OC[C@H]3OCC3)C=CC=C1C 3-(2-chloro-3-methylanilino)-2-(3-{[(2S)-oxetan-2-yl]methoxy}pyridin-4-yl)-1,5,6,7-tetrahydro-4H-pyrrolo[3,2-c]pyridin-4-one